[(2R,3S,4R,5R)-5-[2-cyano-4-[[(1R)-1-(4-fluorophenyl)ethyl]-amino]pyrrolo[2,3-d]-pyrimidin-7-yl]-3,4-dihydroxy-tetrahydro-furan-2-yl]methoxy-methylphosphonic acid C(#N)C=1N=C(C2=C(N1)N(C=C2)[C@H]2[C@@H]([C@@H]([C@H](O2)COCP(O)(O)=O)O)O)N[C@H](C)C2=CC=C(C=C2)F